(±)-2-(5-(trifluoromethyl)pyrimidin-2-yl)-2,5-diazabicyclo[2.2.1]heptane dihydrochloride Cl.Cl.FC(C=1C=NC(=NC1)N1C2CNC(C1)C2)(F)F